8-(isopropylamino)-2-(((1r,3r)-3-morpholinocyclobutyl)amino)pyrido[3,4-d]pyrimidine-6-carbonitrile C(C)(C)NC1=NC(=CC2=C1N=C(N=C2)NC2CC(C2)N2CCOCC2)C#N